FC=1C=C(C=CC1)C1=NNC=C1CNC(C1=CC=C(C=C1)CCCCCC)=O N-((3-(3-fluorophenyl)-1H-pyrazol-4-yl)methyl)-4-hexylbenzamide